O=C1C(=NN(C=C1C1=CC=C(C=C1)C)C1CCOCC1)C(=O)N 4-oxo-1-(tetrahydro-2H-pyran-4-yl)-5-(p-tolyl)-1,4-dihydropyridazine-3-carboxamide